C(C(C)C)(=O)N[C@@H]1[C@H](C=C(C(=O)O)O[C@H]1[C@H](O)[C@H](O)CO)N1N=C2C=CC(=CC2=C1C#N)OC 2,6-Anhydro-3,4,5-trideoxy-5-isobutyramido-4-(5-methoxy-3-cyano-2H-indazol-2-yl)-D-glycero-D-galacto-non-2-enonic acid